tert-Butyl 4-((3-(4-((3-(4-(difluoromethoxy)-2,3-difluorophenyl)imidazo[1,2-a]pyrazin-8-yl)amino)-2-ethylbenzamido)propyl)carbamoyl)piperidine-1-carboxylate FC(OC1=C(C(=C(C=C1)C1=CN=C2N1C=CN=C2NC2=CC(=C(C(=O)NCCCNC(=O)C1CCN(CC1)C(=O)OC(C)(C)C)C=C2)CC)F)F)F